bromo-1-(1-(4-(trifluoromethyl)phenyl)cyclopropyl)ethan-1-one BrCC(=O)C1(CC1)C1=CC=C(C=C1)C(F)(F)F